((methylsulfonyl)glycyl)azetidine-3-carboxamide CS(=O)(=O)NCC(=O)N1CC(C1)C(=O)N